FC1(CC2C(CN(C2)C(=O)OCC2=CC=CC=C2)C1)F benzyl 5,5-difluoro-1,3,3a,4,6,6a-hexahydrocyclopenta[c]pyrrole-2-carboxylate